tert-butyl-5-bromo-N-(4-((4-(4-(trifluoromethyl)pyridin-2-yl)piperazin-1-yl)sulfonyl)benzyl)pentanamide C(C)(C)(C)C(C(=O)NCC1=CC=C(C=C1)S(=O)(=O)N1CCN(CC1)C1=NC=CC(=C1)C(F)(F)F)CCCBr